2,2-dimethyl-4-(3-phenyl-1-piperidinyl)piperidine-1-carboxylic acid tert-butyl ester C(C)(C)(C)OC(=O)N1C(CC(CC1)N1CC(CCC1)C1=CC=CC=C1)(C)C